NC1=C(C=C(C=C1)C1=CC(=C(C=C1)N)OC)OC 4,4'-diamino-3,3'-dimethoxybiphenyl